C(C(=C)C)(=O)OOP(=O)([O-])OCC[N+](C)(C)C methacryloyloxyphosphocholine